2-(1-methyl-1H-pyrazol-4-yl)pyrimidine CN1N=CC(=C1)C1=NC=CC=N1